cadmium-thallium [Tl].[Cd]